Cl.FC=1C=C(C=CC1)N[C@@H]1C[C@H](C1)N (trans)-N1-(3-fluorophenyl)cyclobutane-1,3-diamine hydrochloride